N1(N=CN=C1)C(=O)N1CCC2C(CCCC12)N1N=C(C(=C1N)C(=O)N)C1=CC=C(C=C1)OC1=CC=CC=C1 1-(1-(1H-1,2,4-triazole-1-carbonyl)octahydro-1H-indol-4-yl)-5-amino-3-(4-phenoxyphenyl)-1H-pyrazole-4-carboxamide